FC1=C(C(=CC=C1)F)C=1CCC(CC1)CC(=O)OCC ethyl 2-(2',6'-difluoro-2,3,4,5-tetrahydro-[1,1'-biphenyl]-4-yl)acetate